COC(=O)N1C(CC(CC1)CN1CCNCC1)C1C2=CC=CC=C2C=2C=CC=CC12 (9H-fluoren-9-yl)4-(piperazin-1-ylmethyl)piperidine-1-carboxylic acid methyl ester